N-(2-(tert-butylamino)-1-(4-chlorophenyl)-2-oxoethyl)-N-(2-morpholinoethyl)-4-(pyridin-1-yl)butanamide C(C)(C)(C)NC(C(C1=CC=C(C=C1)Cl)N(C(CCCN1CC=CC=C1)=O)CCN1CCOCC1)=O